1,3-dimethyl-5-(2-methylsulfonyl-5-propylpyrimidin-4-yl)pyridine-2-one CN1C(C(=CC(=C1)C1=NC(=NC=C1CCC)S(=O)(=O)C)C)=O